2,6-dipropylanthraquinone C(CC)C1=CC=2C(C3=CC=C(C=C3C(C2C=C1)=O)CCC)=O